ClC1=NC(=C2N=CN(C2=N1)[C@@H]1SC[C@H]([C@H]1O)O)NCC1=C(C=CC=C1)OC (2R,3R,4S)-2-(2-chloro-6-(2-methoxybenzylamino)-9H-purin-9-yl)tetrahydrothiophene-3,4-diol